3-(3-(2,7-diazaspiro[3.5]nonan-7-yl)phenyl)piperidine-2,6-dione C1NCC12CCN(CC2)C=2C=C(C=CC2)C2C(NC(CC2)=O)=O